1-(tert-butoxycarbonyl)-3-(1-piperazinyl)azetidine C(C)(C)(C)OC(=O)N1CC(C1)N1CCNCC1